FC(C(=O)O)(F)F.N=S1CCN(CC1)C1=CC=C(C=N1)C=1C=2N(C=C(C1)C=1C=NN(C1)C)N=CC2C#N 4-(6-(1-imino-1-thiomorpholino)pyridin-3-yl)-6-(1-methyl-1H-pyrazol-4-yl)pyrazolo[1,5-a]Pyridine-3-carbonitrile trifluoroacetate